C(C)C1=C(NC2=CC=C(C=C12)C1CCNCC1)C1=C2C(=NC=C1)NN=C2 4-(3-ethyl-5-(piperidin-4-yl)-1H-indol-2-yl)-1H-pyrazolo[3,4-b]pyridine